CN(C1CNC1)C N,N-dimethyl-azetidin-3-amine